C1(=CC=C(C=C1)C#CC1=NNC2=CC=C(C=C12)C(=O)N1C[C@@H](CC1)N(C)C)C1=CC=CC=C1 (R)-(3-([1,1'-Biphenyl]-4-ylethynyl)-1H-indazol-5-yl)(3-(dimethylamino)pyrrolidin-1-yl)methanone